OCCC(C)(C)NC1=CC(N(C2=CC=C(C=C12)[N+](=O)[O-])C)=O 4-((4-hydroxy-2-methylbutan-2-yl)amino)-1-methyl-6-nitroquinolin-2(1H)-one